3-(6-methoxypyridin-3-yl)-3-(5-(2-(5,6,7,8-tetrahydro-1,8-naphthyridin-2-yl)ethoxy)-1H-indazol-1-yl)propionic acid COC1=CC=C(C=N1)C(CC(=O)O)N1N=CC2=CC(=CC=C12)OCCC1=NC=2NCCCC2C=C1